(R)-6-(2-(ethoxymethoxy)-4-(3-(ethoxymethoxy)prop-1-yn-1-yl)phenyl)-5-methyl-N-(1-methylpiperidin-3-yl)pyridazin-3-amine C(C)OCOC1=C(C=CC(=C1)C#CCOCOCC)C1=C(C=C(N=N1)N[C@H]1CN(CCC1)C)C